CN(CCC[Sn](C)(CCCN(C)C)CCCN(C)C)C Tris(3-dimethylaminopropyl)methyl-tin